Ethyl (3R)-3-[[(s)-tert-butylsulfinyl]amino]-3-[2-chloro-6-(difluoromethoxy)phenyl]propanoate C(C)(C)(C)[S@](=O)N[C@H](CC(=O)OCC)C1=C(C=CC=C1OC(F)F)Cl